1-(2-cyclopropyl-4-fluorophenyl)-3-(2-methyl-6-oxo-1,6-dihydropyridin-3-yl)-2,3-dihydroquinazolin-4(1H)-one C1(CC1)C1=C(C=CC(=C1)F)N1CN(C(C2=CC=CC=C12)=O)C1=C(NC(C=C1)=O)C